4-isopropyl-5-(8-methyl-[1,2,4]triazolo[1,5-a]pyridin-6-yl)-N-((1r,4r)-4-(((3-methyloxetan-3-yl)methyl)amino)cyclohexyl)-1H-pyrazole-3-carboxamide C(C)(C)C=1C(=NNC1C=1C=C(C=2N(C1)N=CN2)C)C(=O)NC2CCC(CC2)NCC2(COC2)C